(Z)-5-(pyridin-3-ylethynyl)furan-2-carbaldehyde oxime N1=CC(=CC=C1)C#CC1=CC=C(O1)\C=N/O